tert-butyl 4-((2-(3-((tert-butoxycarbonyl)(2-methoxy-4-(methylsulfonyl)phenyl)amino)prop-1-yn-1-yl)-1-(2,2,2-trifluoroethyl)-1H-indol-4-yl)amino)-3,3-difluoropiperidine-1-carboxylate C(C)(C)(C)OC(=O)N(CC#CC=1N(C2=CC=CC(=C2C1)NC1C(CN(CC1)C(=O)OC(C)(C)C)(F)F)CC(F)(F)F)C1=C(C=C(C=C1)S(=O)(=O)C)OC